(1S,4S)-5-{8-(phenylmethoxy)-7-bromo-6-cyclopropyl-2-[(oxacyclohex-4-yl)oxy]quinazolin-4-yl}-2,5-diazabicyclo[2.2.1]heptane-2-carboxylic acid tert-butyl ester C(C)(C)(C)OC(=O)N1[C@@H]2CN([C@H](C1)C2)C2=NC(=NC1=C(C(=C(C=C21)C2CC2)Br)OCC2=CC=CC=C2)OC2CCOCC2